FC=1C=C(C=CC1C(F)(F)F)CC(=O)N[C@H](C)C=1C=C2C(=CN1)N(N=C2)CC(F)(F)F (R)-2-(3-fluoro-4-(trifluoromethyl)phenyl)-N-(1-(1-(2,2,2-trifluoroethyl)-1H-pyrazolo[3,4-c]pyridin-5-yl)ethyl)acetamide